C(C1=CC=CC=C1)NCCCCCCCCCCCN N-benzylundecane-1,11-diamine